BrC1=C2N(N=C1CO)CCC2 (3-Bromo-5,6-dihydro-4H-pyrrolo[1,2-b]pyrazol-2-yl)methanol